4-nitrophenyl 5-[(diethoxyphosphoryl) difluoromethyl]-1-methylindole-2-carboxylate C(C)OP(=O)(OCC)C(C=1C=C2C=C(N(C2=CC1)C)C(=O)OC1=CC=C(C=C1)[N+](=O)[O-])(F)F